BrCC1=CC=NC2=CN=CC=C12 4-(bromomethyl)-1,7-naphthyridine